3-amino-2-(3-methoxy-2,6-dimethylphenyl)-10-methyl-2,6,12-triazatricyclo[7.3.1.04,13]tridec-1(13),3,9(10),11-tetraen-5-one NC=1N(C=2N=CC(=C3CCNC(C1C23)=O)C)C2=C(C(=CC=C2C)OC)C